(E)-9-dodecen-1-yl acetate C(C)(=O)OCCCCCCCC\C=C\CC